allyl-triazapyrimidine C(C=C)C1=NN=NN=N1